BrC1=CC2=C(C3=CC=C(C=C3C(=C2C=C1)C1=CC=CC2=CC=CC=C12)Br)C1=CC=CC2=CC=CC=C12 2,6-dibromo-9,10-di-1-naphthyl-anthracene